2-(1-adamantyl)-N-(6-fluoro-1-oxo-4-phenylphthalazin-2(1H)-yl)acetamide C12(CC3CC(CC(C1)C3)C2)CC(=O)NN2C(C3=CC=C(C=C3C(=N2)C2=CC=CC=C2)F)=O